Di(tert.butylperoxy)-3,3,5-trimethylcyclohexane C(C)(C)(C)OOC1(CC(CC(C1)C)(C)C)OOC(C)(C)C